4-(4-ethoxy-5-((7-fluoro-2-methyl-2H-indazol-5-yl)carbamoyl)pyrimidin-2-yl)-2,2-dimethylpiperazine-1-carboxylic acid tert-butyl ester C(C)(C)(C)OC(=O)N1C(CN(CC1)C1=NC=C(C(=N1)OCC)C(NC1=CC2=CN(N=C2C(=C1)F)C)=O)(C)C